NC1=CC=CC(=N1)S(=O)(=O)NC(=O)C=1C(=NC(=CC1)C1CC1)N1C(C[C@@H](C1)C)(C)C N-[(6-Amino-2-pyridyl)sulfonyl]-6-cyclopropyl-2-[(4S)-2,2,4-trimethylpyrrolidin-1-yl]pyridin-3-carboxamid